ClC=1C(=C(C(=O)NC23CC(C2)(C3)[C@@H](C(=O)NC3=CC=C(C=C3)F)C)C=CC1)C 3-chloro-N-[3-[(1S)-2-(4-fluoroanilino)-1-methyl-2-oxo-ethyl]-1-bicyclo[1.1.1]pentanyl]-2-methyl-benzamide